3-p-cumenylpropionaldehyde C1(=CC=C(C=C1)CCC=O)C(C)C